C(C)(C)(C)OC(=O)N1C[C@@H]2COC3=C(C(N2CC1)=O)C(=NC(=C3Cl)C3=C(C(=CC=C3F)Cl)O)F (6aR)-4-chloro-3-(3-chloro-6-fluoro-2-hydroxyphenyl)-1-fluoro-12-oxo-6a,7,9,10-tetrahydro-12H-pyrazino[2,1-C]Pyrido[3,4-f][1,4]Oxazepin-8(6H)-carboxylic acid tert-butyl ester